C[C@H]1CN(C(C=2N1N=CC2C=2C=CC=1N(C2)C(=CN1)CCC)=O)C1=CC=C(C=C1)C(F)(F)F (7S)-7-Methyl-3-(3-propylimidazo[1,2-a]pyridin-6-yl)-5-[4-(trifluoromethyl)phenyl]-6,7-dihydro-pyrazolo[1,5-a]pyrazin-4(5H)-on